(R)-1-(7-(8-ethynyl-7-fluoro-3-(methoxy-methoxy)naphthalen-1-yl)-8-fluoro-5-methoxy-2-((((R)-1-methylpyrrolidin-2-yl)methyl)amino)pyrido[4,3-d]pyrimidin-4-yl)piperidin-3-ol C(#C)C=1C(=CC=C2C=C(C=C(C12)C1=C(C=2N=C(N=C(C2C(=N1)OC)N1C[C@@H](CCC1)O)NC[C@@H]1N(CCC1)C)F)OCOC)F